N\C(=C/C(=O)N)\C1=C(C=CC(=C1)Cl)N1N=NC(=C1)Cl (Z)-3-amino-3-[5-chloro-2-(4-chlorotriazol-1-yl)phenyl]prop-2-enamide